6-(2-fluoro-4-(1-methyl-1H-pyrazol-4-yl)benzyl)-N-((3R,4S)-3-hydroxytetrahydro-2H-pyran-4-yl)-5-oxo-5,6-dihydroimidazo[1,2-c]pyrimidine-8-carboxamide FC1=C(CN2C(N3C(C(=C2)C(=O)N[C@@H]2[C@H](COCC2)O)=NC=C3)=O)C=CC(=C1)C=1C=NN(C1)C